C(N)(=O)C1CN(CCCC1)C(=O)OC(C)(C)C tert-butyl 3-carbamoylazepane-1-carboxylate